3-(1-OXO-4-(4-((4-(TRIFLUOROMETHYL)PIPERIDIN-1-YL)METHYL)BENZYLOXY)ISOINDOLIN-2-YL)PIPERIDINE-2,6-DIONE O=C1N(CC2=C(C=CC=C12)OCC1=CC=C(C=C1)CN1CCC(CC1)C(F)(F)F)C1C(NC(CC1)=O)=O